6-(3-isopropyl-5-(piperidin-4-yl)-1H-indol-2-yl)-[1,2,3]triazolo[1,5-a]pyridine C(C)(C)C1=C(NC2=CC=C(C=C12)C1CCNCC1)C=1C=CC=2N(C1)N=NC2